O[C@@H]1[C@@H](CO[C@@H]([C@H]1O)O)CO (3R,4R,5S,6S)-4,5,6-trihydroxy-3-(hydroxymethyl)oxan